tert-butyl (4-(2-(4-(6-((2,6-dioxopiperidin-3-yl)amino)pyridin-3-yl)piperazin-1-yl)ethyl)piperidin-1-yl)carbamate O=C1NC(CCC1NC1=CC=C(C=N1)N1CCN(CC1)CCC1CCN(CC1)NC(OC(C)(C)C)=O)=O